Ethyl 2-(2-cyclopropyl-4-pyridyl)oxazole-4-carboxylate C1(CC1)C1=NC=CC(=C1)C=1OC=C(N1)C(=O)OCC